Cl.C(=O)(O)CSC[C@H](N)C(=O)O S-carboxymethyl-L-cysteine hydrochloride